C(C)(=O)[O-].[Pd+] palladium (i) acetate